FC1=C(C=CC(=C1)F)[C@H]1N(CCC(C1)N(C(C(F)(F)F)=O)C)C(=O)OC(C)(C)C tert-Butyl (2S)-2-(2,4-difluorophenyl)-4-(2,2,2-trifluoro-N-methylacetamido)piperidine-1-carboxylate